bis-ethyl-phenol C(C)C=1C(=C(C=CC1)O)CC